24-[(4-fluorophenyl)(hydroxyl)methyl]-5α-cholane-3β,4β-diol FC1=CC=C(C=C1)C(CCC[C@@H](C)[C@H]1CC[C@H]2[C@@H]3CC[C@H]4[C@H]([C@H](CC[C@]4(C)[C@H]3CC[C@]12C)O)O)O